CC(C#CC(O)(CC(C)C)C)(O)CC(C)C 1,4-dimethyl-1,4-bis-(2-methylpropyl)-2-butyne-1,4-diol